4-(3-((R)-3-(4-(((9H-fluoren-9-yl)methoxy)carbonyl)piperazin-1-yl)-1-((S)-1-(4-(acryloyloxy)-3,3-dimethyl-2-oxobutanoyl)piperidine-2-carbonyloxy)propyl)phenylamino)-4-oxobutanoic acid C1=CC=CC=2C3=CC=CC=C3C(C12)COC(=O)N1CCN(CC1)CC[C@@H](OC(=O)[C@H]1N(CCCC1)C(C(C(COC(C=C)=O)(C)C)=O)=O)C=1C=C(C=CC1)NC(CCC(=O)O)=O